[N+](=O)([O-])C=1C=C(OCCC(=O)O)C=CC1 3-(3-Nitrophenoxy)propionic acid